O1C=C(C=C1)C1=CC=C(C=N1)C=1N=C(C2=C(N1)OC(=C2C(=O)N)C)NC2(CC2)C [6-(furan-3-yl)pyridin-3-yl]-6-methyl-4-[(1-methylcyclopropyl)amino]furo[2,3-d]pyrimidine-5-carboxamide